dimethyl 3,3'-[[1,1'-binaphthalene]-2,2'-diylbis(oxymethylene)]dibenzoate C1(=C(C=CC2=CC=CC=C12)OCC=1C=C(C(=O)OC)C=CC1)C1=C(C=CC2=CC=CC=C12)OCC=1C=C(C(=O)OC)C=CC1